Br.OC=1C=C2CCNC2=CC1O 5,6-DIHYDROXYINDOLINE HBR